2-methylindolizine-6-carboxylic acid CC=1C=C2C=CC(=CN2C1)C(=O)O